(1-methylcyclopropyl) N-[4-chloro-2-[[(1S)-3-(methylamino)-2,3-dioxo-1-[[(3S)-2-oxopyrrolidin-3-yl]methyl]propyl]carbamoyl] phenyl]carbamate ClC1=CC(=C(C=C1)NC(OC1(CC1)C)=O)C(N[C@H](C(C(=O)NC)=O)C[C@H]1C(NCC1)=O)=O